N-((1s,3s)-3-Hydroxy-3-methylcyclobutyl)-2-(5-isopropyl-8-oxothiazolo[5',4':4,5]pyrrolo[1,2-d][1,2,4]triazin-7(8H)-yl)acetamid OC1(CC(C1)NC(CN1N=C(N2C(C1=O)=CC1=C2N=CS1)C(C)C)=O)C